C(C\C=C/CC)=O Cis-3-Hexenal